(1R,2S)-2-(3,4-difluorophenyl)-N-(furan-2-ylmethyl)cyclopropan-1-amine FC=1C=C(C=CC1F)[C@H]1[C@@H](C1)NCC=1OC=CC1